tert-butyl allyl(5-amino-1-bromonaphthalen-2-yl)carbamate C(C=C)N(C(OC(C)(C)C)=O)C1=C(C2=CC=CC(=C2C=C1)N)Br